BrC1=CC=C2C=CN=CC2=C1C 7-Bromo-8-methylisoquinoline